(2,3-dihydro-1H-inden-2-yl)hydrazine mesylate S(C)(=O)(=O)O.C1C(CC2=CC=CC=C12)NN